3-[[(2,3-dihydro-2,2-dimethyl-7-benzofuranyloxy)carbonyl]amino]propanoic acid CC1(OC2=C(C1)C=CC=C2OC(=O)NCCC(=O)O)C